1-methyl-N-(2-(3-(trifluoromethoxy)phenyl)-1H-pyrrolo[2,3-b]pyridin-6-yl)-1H-pyrazole-5-carboxamide CN1N=CC=C1C(=O)NC1=CC=C2C(=N1)NC(=C2)C2=CC(=CC=C2)OC(F)(F)F